1-[[5-[5-(trifluoromethyl)-1,2,4-oxadiazol-3-yl]-2-thienyl]methyl]-1,2,4-triazole-3-carboxylic acid FC(C1=NC(=NO1)C1=CC=C(S1)CN1N=C(N=C1)C(=O)O)(F)F